N-[5-(5-carbamoylpyridin-3-yl)-4-fluoro-2-[rac-(3R,5S)-3,4,5-trimethylpiperazin-1-yl]phenyl]-6-oxo-4-(trifluoromethyl)-1H-pyridine-3-carboxamide C(N)(=O)C=1C=C(C=NC1)C=1C(=CC(=C(C1)NC(=O)C1=CNC(C=C1C(F)(F)F)=O)N1C[C@H](N([C@H](C1)C)C)C)F |r|